[1-[(2-Chlorophenyl)methyl]-5-(1-ethyl-1H-indazol-6-yl)-1H-pyrazol-3-yl]methanol ClC1=C(C=CC=C1)CN1N=C(C=C1C1=CC=C2C=NN(C2=C1)CC)CO